N'-[(2S,3R)-4,4-difluoro-2-[(2-fluoro[1,1'-biphenyl]-3-yl)methyl]-1-(1-hydroxycyclobutane-1-carbonyl)pyrrolidin-3-yl]-N,N-dimethylsulfuric diamide FC1([C@@H]([C@@H](N(C1)C(=O)C1(CCC1)O)CC=1C(=C(C=CC1)C1=CC=CC=C1)F)NS(N(C)C)(=O)=O)F